O[C@@H]1[C@H](COCC1)N1C(C2=CC(=C(C=C2C1)C)CC1=CC=C(C=C1)OC)=O 2-[(3S,4S)-4-hydroxytetrahydro-2H-pyran-3-yl]-6-(4-methoxybenzyl)-5-methyl-2,3-dihydro-1H-isoindol-1-one